3'-bromo-[1,1'-biphenyl]-4-carbonitrile BrC=1C=C(C=CC1)C1=CC=C(C=C1)C#N